OC1(CCC1)C(=O)O 1-HYDROXY-CYCLOBUTANECARBOXYLIC ACID